6-vinyl-7-methyl-5-[4-(pyrrolidine-1-carbonyl)phenyl]-7H-pyrrolo[2,3-d]pyrimidin-4-amine C(=C)C1=C(C2=C(N=CN=C2N)N1C)C1=CC=C(C=C1)C(=O)N1CCCC1